C(C)(=O)N1CC2(C1)CC(C(C(C2)=O)C2=C(C=C(C=C2C)C#CC)C)=O 2-acetyl-7-(2,6-dimethyl-4-prop-1-ynyl-phenyl)-2-azaspiro[3.5]nonane-6,8-dione